FC(N1N=CC(=C1)C=1C(=CC=2N(C1)C(=CN2)C2=CC=CC(=N2)N[C@H]2CNC[C@@H]2C(F)(F)F)OC)F 6-(6-(1-(difluorometh-yl)-1H-pyrazol-4-yl)-7-methoxyimidazo[1,2-a]-pyridin-3-yl)-N-((3R,4S)-4-(trifluoromethyl)-pyrrolidin-3-yl)pyridin-2-amine